(phenylmethylthio)-2-bromo-3-iodopyridine C1(=CC=CC=C1)CSC1=C(C(=NC=C1)Br)I